bis(2-hydroxyethyl)-N,N'-bis(trimethoxy-propyl)ethylenediamine OCCN(CCN(CCC(OC)(OC)OC)CCO)CCC(OC)(OC)OC